C(CCC)N1SC2=C(C1=O)C=CC=C2 2-butyl-1,2-benzothiazol-3(2H)-one